N1(CCOCC1)[Zn] morpholinyl-zinc